O=C1NC(CCC1C1=CC=C(C=C1)N1CCC(CC1)N(C)CC1CCC(CC1)C=1N=C2N(C=C(C(=C2)OC(C)C)C(=O)NC2=NC(=CC=C2)C(F)(F)F)C1)=O 2-[4-[[[1-[4-(2,6-Dioxo-3-piperidinyl)phenyl]-4-piperidinyl]-methyl-amino]methyl]cyclohexyl]-7-isopropoxy-N-[6-(trifluoromethyl)-2-pyridinyl]imidazo[1,2-a]pyridine-6-carboxamide